2,4,6-trimethylheptane CC(C)CC(CC(C)C)C